5-(3-bromo-5-methylphenyl)pyrrolidin-2-one BrC=1C=C(C=C(C1)C)C1CCC(N1)=O